C(C)(C)(C)OC(=O)N1C[C@H](C(CC1)C1=CC=C2C(=NN(C2=C1)C)C=1C(=NC(=CC1)OCC1=CC=CC=C1)OCC1=CC=CC=C1)O (3S)-4-[3-(2,6-dibenzyloxy-3-pyridinyl)-1-methyl-indazol-6-yl]-3-hydroxy-piperidine-1-carboxylic acid tert-butyl ester